FC1=C(C=CC=C1F)[C@H](CC1=NC(=NC(=N1)N[C@@H](CO)CC(C)C)NS(=O)(=O)C)CC N-(4-((S)-2-(2,3-Difluorophenyl)butyl)-6-(((R)-1-hydroxy-4-methylpentan-2-yl)amino)-1,3,5-triazin-2-yl)methanesulfonamide